ClC1=NC(=NC(=N1)C1=CC=CC=C1)C1=CC(=CC=C1)C1=CC=2C3=CC=CC=C3C3=CC=CC=C3C2C=C1 2-chloro-4-phenyl-6-(3-(triphenylen-2-yl)phenyl)-1,3,5-triazine